1-BROMO-5-CHLORO-2-FLUORO-4-METHOXYBENZENE BrC1=C(C=C(C(=C1)Cl)OC)F